tert-Butyl 4-(8-cyclopropyl-9-iodo-4-methyl-3-oxo-1,3,4,7-tetrahydro-2H-pyrrolo[3',2':5,6]pyrido[3,4-d]pyrimidin-2-yl)benzoate C1(CC1)C1=C(C2=C(N=CC=3N(C(N(CC32)C3=CC=C(C(=O)OC(C)(C)C)C=C3)=O)C)N1)I